4-butyl-N-(2-cyanoethyl)-1-(2,4-difluorophenyl)-3-(4-fluorophenyl)-5-methyl-4,5-dihydro-1H-pyrazole-5-carboxamide C(CCC)C1C(=NN(C1(C(=O)NCCC#N)C)C1=C(C=C(C=C1)F)F)C1=CC=C(C=C1)F